N-[(1R,6S)-6-{[(3S)-1-(cyclopropylmethyl)pyrrolidin-3-yl]oxy}-2,2-difluorocyclohexyl]-4-{5-[(1S,2S)-2-fluorocyclopropyl]-1,2,4-oxadiazol-3-yl}-4-methylpiperidine-1-carboxamide C1(CC1)CN1C[C@H](CC1)O[C@H]1CCCC([C@@H]1NC(=O)N1CCC(CC1)(C)C1=NOC(=N1)[C@H]1[C@H](C1)F)(F)F